ClC=1C=C(C=CC1OCC=C)CC(=O)O 3-Chloro-4-(2-propenyloxy)phenylacetic acid